2-(2,5-bis(methoxy-d3)-4-methylphenyl)ethan-1-amine C(OC1=C(C=C(C(=C1)C)OC([2H])([2H])[2H])CCN)([2H])([2H])[2H]